The molecule is a stilbenoid obtained by formal condensation of the amino group of (Z)-4-aminostilbene with one of the carboxy groups of glutaric acid. It is a stilbenoid, a monocarboxylic acid and a dicarboxylic acid monoamide. C1=CC=C(C=C1)/C=C\\C2=CC=C(C=C2)NC(=O)CCCC(=O)O